3-(((3-chloropyridin-2-yl)methyl)amino)-5-(2-(2-fluorophenyl)propan-2-yl)-4H-benzo[e][1,2,4]thiadiazine 1,1-dioxide ClC=1C(=NC=CC1)CNC1=NS(C2=C(N1)C(=CC=C2)C(C)(C)C2=C(C=CC=C2)F)(=O)=O